NC1=NC(=CC(=N1)N1[C@@H](COCCC1)C1=C(C=C(CN(C(C)=O)C)C=C1)Cl)C |r| (±)-N-(4-(4-(2-amino-6-methylpyrimidin-4-yl)-1,4-oxazepan-3-yl)-3-chlorobenzyl)-N-methylacetamide